Br[C@H]1[C@@H]2NC([C@H]1CC2=C(F)F)=O (1R,4R,7R)-(+)-7-Bromo-6-(difluoromethylene)-2-azabicyclo[2.2.1]-heptan-3-one